tert-butyl (3E)-3-[(R)-tert-butylsulfinyl]iminospiro[indoline-2,4'-piperidine]-1'-carboxylate C(C)(C)(C)[S@@](=O)\N=C\1/C2=CC=CC=C2NC12CCN(CC2)C(=O)OC(C)(C)C